2,4,6-tri(4-carboxyphenyl)aniline C(=O)(O)C1=CC=C(C=C1)C1=C(N)C(=CC(=C1)C1=CC=C(C=C1)C(=O)O)C1=CC=C(C=C1)C(=O)O